O[C@H]1[C@H]([C@@H]([C@]2(OC3=C([C@]21O)C(=CC(=C3)OC)OC)C3=CC=C(C=C3)O)C3=CC=CC=C3)C(=O)N (1S,2S,3R,3aS,8bR)-1,8b-dihydroxy-3a-(4-hydroxyphenyl)-6,8-dimethoxy-3-phenyl-2,3-dihydro-1H-cyclopenta[b]benzofuran-2-carboxamide